2-(2-bromopyridin-4-yl)-2-methylpropanenitrile BrC1=NC=CC(=C1)C(C#N)(C)C